hexadecanoic acid, pyrrolidide C(CCCCCCCCCCCCCCC)(=O)N1CCCC1